4-fluoro-N-[(5-{4-[(1-methylpiperidin-4-yl)amino]-1-(2,2,2-trifluoroethyl)-1H-indol-2-yl}-1,3,4-thiadiazol-2-yl)methyl]benzamide FC1=CC=C(C(=O)NCC=2SC(=NN2)C=2N(C3=CC=CC(=C3C2)NC2CCN(CC2)C)CC(F)(F)F)C=C1